(Z)-3-(2-trifluoromethylphenyl)-2-(5-chloro-2-fluorophenyl)acrylonitrile FC(C1=C(C=CC=C1)\C=C(/C#N)\C1=C(C=CC(=C1)Cl)F)(F)F